2-(4-chloro-benzyl)-3-(5-chloro-1H-indol-3-yl)-1-oxo-1,2,3,4-tetrahydro-isoquinoline-4-carboxylic acid ClC1=CC=C(CN2C(C3=CC=CC=C3C(C2C2=CNC3=CC=C(C=C23)Cl)C(=O)O)=O)C=C1